ClC1([C@H]([C@@H]1C1=CC(=CC(=C1)Cl)Cl)C(=O)NC1=CC(=C(C=C1)Cl)C(=O)NN(C1=NC=CC=C1)C)Cl Trans-2,2-dichloro-N-(4-chloro-3-(2-methyl-2-(pyridin-2-yl)hydrazine-1-carbonyl)phenyl)-3-(3,5-dichlorophenyl)cyclopropane-1-carboxamide